butylcarbamoylmethylphosphine oxide C(CCC)NC(=O)C[PH2]=O